[1,5]oxazocino-[4,3,2-de]quinolin-6-ol N1=CC=C2C=3C(=CC=CC13)OC=C(C=N2)O